C(#N)C1(CCC1)C1=CC=C2C=C(C(NC2=C1)=O)C(=O)N[C@H]1CS(C=C1)(=O)=O (R)-7-(1-Cyanocyclobutyl)-N-(1,1-dioxido-2,3-dihydrothiophen-3-yl)-2-oxo-1,2-dihydroquinoline-3-carboxamide